2-bromo-1,3-dimethyl-5-(trifluoromethyl)benzene BrC1=C(C=C(C=C1C)C(F)(F)F)C